copper telluride selenide sulfide [Cu](=[Te])(=[Se])=S